N-(3-fluoro-5-(3-(3-hydroxypyrrolidin-1-yl)-1H-pyrazolo[3,4-b]pyridin-5-yl)-2-methoxyphenyl)propane-1-sulfonamide FC=1C(=C(C=C(C1)C=1C=C2C(=NC1)NN=C2N2CC(CC2)O)NS(=O)(=O)CCC)OC